C(C)(C)(C)C1CCC(CC1)CO 4-tertiary butyl-cyclohexyl-methanol